γ-aminopropylmethyldiethoxySilane NCCC[Si](OCC)(OCC)C